ClC=1C=CC(=C(C1)CCC(=O)O)[N+](=O)[O-] 3-(5-chloro-2-nitrophenyl)propionic acid